CN1CC2C(C1)CC(=C2)C(C2=CC=CC=C2)C2=C1C=CNC1=CC=C2N2N=C(C=C2)C(=O)N 1-(4-((2-methyl-1,2,3,3a,4,6a-hexahydrocyclopenta[c]pyrrol-5-yl)benzyl)-1H-indol-5-yl)-1H-pyrazole-3-carboxamide